CC(C(CCC)C1=CC=C(C(=S)[S-])C=C1)(C)C 4-trimethylpenta-2-yldithiobenzoate